(3s,4r)-4-(2-chloro-7-methyl-8-oxo-7,8-dihydro-9H-purin-9-yl)-3-fluoropiperidine-1-carboxylic acid tert-butyl ester C(C)(C)(C)OC(=O)N1C[C@@H]([C@@H](CC1)N1C2=NC(=NC=C2N(C1=O)C)Cl)F